BrC1=CC=C2C=C(C(NC2=C1)=O)C(=O)OCC Ethyl 7-bromo-2-oxo-1,2-dihydroquinoline-3-carboxylate